NC=1OC(=CN1)C(=O)NC1=NC=2C(=C(C=CC2C=2N1CCN2)OCCCN2CCOCC2)OC 2-amino-N-[7-methoxy-8-(3-morpholin-4-ylpropoxy)-2,3-dihydroimidazo[1,2-c]quinazolin-5-yl]-1,3-oxazole-5-carboxamide